ethyl 2,5-dioxo-5,6,7,8-tetrahydro-2H-chromene-3-carboxylate O=C1OC=2CCCC(C2C=C1C(=O)OCC)=O